5-[[2-[(2R,5S)-5-Methyl-2-phenyl-1-piperidyl]-2-oxo-acetyl]amino]pyridine-3-carboxamide C[C@H]1CC[C@@H](N(C1)C(C(=O)NC=1C=C(C=NC1)C(=O)N)=O)C1=CC=CC=C1